ClC1=C(C=CC=C1)[C@H](C(=O)N1CC2=NN(C=C2C1)S(=O)(=O)C1=NN(C=C1C)CC(F)F)CO (2S)-2-(2-chlorophenyl)-1-(2-{[1-(2,2-difluoroethyl)-4-methyl-1H-pyrazol-3-yl]sulfonyl}-2H,4H,5H,6H-pyrrolo[3,4-c]pyrazol-5-yl)-3-hydroxypropan-1-one